C(#N)[C@H](CC1=CC=C(C=C1)C=1C=CC2=C(N(C(O2)=O)C)C1)NC(=O)[C@H]1OCC[C@](CN(C1)C(=O)OC(C)(C)C)(C)O |o1:28| tert-butyl (2S,6S*)-2-{[(1S)-1-cyano-2-[4-(3-methyl-2-oxo-2,3-dihydro-1,3-benzoxazol-5-yl)phenyl]ethyl]carbamoyl}-6-hydroxy-6-methyl-1,4-oxazocane-4-carboxylate